C(CCC)C(CCCC(=O)OCC(CCCCC)CCCCC)OC(OCCN(CCOC(OC(CCCC(=O)OCC(CCCCC)CCCCC)CCCC)=O)CCN(CC)CC)=O Bis(2-pentylheptyl) 5,17-dibutyl-11-(2-(diethylamino)ethyl)-7,15-dioxo-6,8,14,16-tetraoxa-11-azahenicosanedioate